N1N=NN=C1C1=C(C=CC=C1)C1=CC=C(C=C1)CN1C=NC(=C1)C[C@@H](C(=O)N[C@H](C(=O)N[C@@H](C(=O)N[C@@H](CC1=CC=C(C=C1)O)C(=O)O)CC1=CC=C(C=C1)C)CCCCNC(CCCCCCC)=O)N ((R)-2-((S)-2-((S)-3-(1-((2'-(1H-tetrazol-5-yl)-[1,1'-biphenyl]-4-yl)methyl)-1H-imidazol-4-yl)-2-aminopropionylamino)-6-octanamido-hexanamido)-3-(p-tolyl)propanoyl)-L-tyrosine